C(C)(C)N1CC(N(C2(CCN(C2)C(=O)NC2=CC=NC=C2)C1=O)CC1=CC=C(C=C1)C(F)(F)F)=O 9-isopropyl-7,10-dioxo-N-(pyridin-4-yl)-6-(4-(trifluoromethyl)benzyl)-2,6,9-triazaspiro[4.5]-decane-2-carboxamide